1-Benzyl 4-[3-[[3-(2,6-dioxo-3-piperidyl)-2-methyl-4-oxo-quinazolin-5-yl]-methyl-amino] propoxy]piperidine-1-carboxylate O=C1NC(CCC1N1C(=NC2=CC=CC(=C2C1=O)N(CCCOC1CCN(CC1)C(=O)OCC1=CC=CC=C1)C)C)=O